[4-(3-{5-[(R)-(1,3-Dimethyl-azetidin-3-yl)-hydroxy-(4-isopropyl-phenyl)-methyl]-pyridin-3-yl}-[1,2,4]oxadiazol-5-yl)-piperidin-1-yl]-oxetan-3-yl-methanone CN1CC(C1)(C)[C@@](C=1C=C(C=NC1)C1=NOC(=N1)C1CCN(CC1)C(=O)C1COC1)(C1=CC=C(C=C1)C(C)C)O